[Fe](Br)Br iron (ii) bromide